N-((3R,4S)-4-((6-(2,6-dichloro-3,5-dimethoxyphenyl)-8-((tetrahydrofuran-2-yl)methyl)pyrido[3,4-d]pyrimidin-2-yl)amino)tetrahydrofuran-3-yl)acrylamide ClC1=C(C(=C(C=C1OC)OC)Cl)C1=CC2=C(N=C(N=C2)N[C@H]2[C@H](COC2)NC(C=C)=O)C(=N1)CC1OCCC1